BrC=1C=CC(=C(C1)C=1C=C(C=2C(N1)=NNC2C2=CC=C(C=C2)OC)C(=O)O)OC 6-(5-bromo-2-methoxyphenyl)-3-(4-methoxyphenyl)-2H-pyrazolo[3,4-b]pyridine-4-carboxylic acid